N-(4''-(aminomethyl)-3''-fluoro-5''-methoxy-2,2'-dimethyl-[1,1':3',1''-terphenyl]-3-yl)-3-methyl-2,4-dioxo-1,2,3,4-tetrahydropyrimidine-5-carboxamide NCC1=C(C=C(C=C1OC)C=1C(=C(C=CC1)C1=C(C(=CC=C1)NC(=O)C=1C(N(C(NC1)=O)C)=O)C)C)F